(S)-4,11-diethyl-9-hydroxy-3,14-dioxo-3,4,12,14-tetrahydro-1H-pyrano[3',4':6,7]indolizino[1,2-b]quinolin-4-yl (2-((R)-4-amino-2-octanamido-4-oxobutanamido)ethyl)(methyl)carbamate NC(C[C@H](C(=O)NCCN(C(O[C@@]1(C(OCC=2C(N3CC=4C(=NC=5C=CC(=CC5C4CC)O)C3=CC21)=O)=O)CC)=O)C)NC(CCCCCCC)=O)=O